NC1=NC=NC=2C3=C(CC(C12)(C)C)C(=C(C=C3)O[C@@H]3CC[C@H](CC3)N)N(S(=O)(=O)CCC#N)C N-[4-amino-8-(trans-4-aminocyclohexyloxy)-5,5-dimethyl-6H-benzo[H]quinazolin-7-yl]-2-cyano-N-methyl-ethanesulfonamide